C1(CCCCC1)[C@@H](C(=O)N1CCN(CC1)C(=O)C=1N(C2=CC=C(C=C2C1C=O)F)C)NC([C@H](C)NC)=O (S)-N-((S)-1-cyclohexyl-2-(4-(5-fluoro-3-formyl-1-methyl-1H-indole-2-carbonyl)piperazin-1-yl)-2-oxoethyl)-2-(meth-ylamino)propanamide